ClC=1C=C(C=CC1)N([C@H]1C[C@H](NC1)C(=O)O)C (2S,4S)-4-((3-chlorophenyl)(methyl)amino)pyrrolidine-2-carboxylic acid